NC=1C2=C(N=CN1)N(C(=C2C2=CC=C(C=C2)OC2=CC=CC=C2)C#CC2CN(C2)[C@@H]2[C@H](CN(CC2)C(C=C)=O)C)C 1-((3S,4S)-4-(3-((4-amino-7-methyl-5-(4-phenoxyphenyl)-7H-pyrrolo[2,3-d]pyrimidin-6-yl)ethynyl)azetidin-1-yl)-3-methylpiperidin-1-yl)prop-2-en-1-one